(S)-2-((S)-sec-butyl)-1-(1-methyl-1H-pyrazole-4-carbonyl)-1,4-dihydropyrido[2,3-b]pyrazin-3(2H)-one [C@H](C)(CC)[C@@H]1N(C2=C(NC1=O)N=CC=C2)C(=O)C=2C=NN(C2)C